NC1=C(C=CC2=CC=CC=C12)C(=O)O 1-amino-2-naphthoic acid